6-(cyclopropanecarboxamido)-4-((2-methoxy-3-(2-methyl-2H-tetrazol-5-yl)phenyl)amino)-N-methyl-nicotinamide C1(CC1)C(=O)NC1=NC=C(C(=O)NC)C(=C1)NC1=C(C(=CC=C1)C=1N=NN(N1)C)OC